4-(difluoro(2',3,5,6'-tetrafluoro-4'-(4-propylcyclohexyl)-[1,1'-biphenyl]-4-yl)methoxy)-2,6-difluorobenzonitrile FC(OC1=CC(=C(C#N)C(=C1)F)F)(C1=C(C=C(C=C1F)C1=C(C=C(C=C1F)C1CCC(CC1)CCC)F)F)F